C(C)C=1N=C2N(N=C(C=C2C(C)NC2=C(C(=O)O)C=CC=C2)C)C(C1C)=O 2-((1-(2-ethyl-3,7-dimethyl-4-oxo-4H-pyrimido[1,2-b]pyridazin-9-yl)ethyl)amino)benzoic acid